2-[4-[[[6-[benzyl(cyclopropyl)amino]-5-fluoro-pyrimidin-4-yl]amino]methyl]phenyl]acetamide C(C1=CC=CC=C1)N(C1=C(C(=NC=N1)NCC1=CC=C(C=C1)CC(=O)N)F)C1CC1